beta-Cyclopentyl-L-alanin C1(CCCC1)C[C@H](N)C(=O)O